C1(=C(C=CC=C1)C1=CC=C(CO[C@@H]2[C@H]([C@H](S)O[C@@H]([C@@H]2OCC2=CC=CC=C2)CO)OCC2=CC=C(C=C2)OC)C=C1)C p-tolyl-2-O-p-methoxybenzyl-3,4-di-O-benzyl-1-thio-beta-D-galactopyranose